FC=1C(=CC(=NC1)OC)[C@H](C(=O)N1CC2(CC2)[C@@H](C1)NC1=NC2=CC=C(C=C2C(=N1)C)OC)C (R)-2-(5-fluoro-2-methoxypyridin-4-yl)-1-((S)-7-((6-methoxy-4-methylquinazolin-2-yl)amino)-5-azaspiro[2.4]heptan-5-yl)propan-1-one